NC1=C(CC2=NC3=C(N2CCOC)C=C(C=C3)C(=O)O)C=CC(=C1)C1=NC(=CC=C1)OCC1=C(C=C(C=C1)C#N)F 2-(2-amino-4-(6-((4-cyano-2-fluorobenzyl)oxy)pyridin-2-yl)benzyl)-1-(2-methoxyethyl)-1H-benzo[d]imidazole-6-carboxylic Acid